3-(5-(5-(azetidin-3-ylmethyl)-2,5-diazabicyclo[2.2.1]heptan-2-yl)-1-oxoisoindolin-2-yl)piperidine-2,6-dione TFA salt OC(=O)C(F)(F)F.N1CC(C1)CN1C2CN(C(C1)C2)C=2C=C1CN(C(C1=CC2)=O)C2C(NC(CC2)=O)=O